CN1C=NC=2NC(NC(C12)=O)=O 7-Methylxanthine